CC1=CC=C(C=C1)S(=O)(=O)[O-].C1=CC=CC=2C3=CC=CC=C3C(C12)COC(=O)N[C@H](C[NH2+]CC(=O)OCCI)COCCOCCOC (R)-2-((((9H-fluoren-9-yl)methoxy)carbonyl)amino)-N-(2-(2-iodoethoxy)-2-oxoethyl)-3-(2-(2-methoxyethoxy)ethoxy)propan-1-aminium 4-methylbenzenesulfonate